(E)-N-[2-[6-(2-amino-2-oxoethyl)-3,4-dihydro-1H-isoquinolin-2-yl]-2-oxoethyl]-3-[4-(trifluoromethyl)phenyl]prop-2-enamide NC(CC=1C=C2CCN(CC2=CC1)C(CNC(\C=C\C1=CC=C(C=C1)C(F)(F)F)=O)=O)=O